4-(1,3-dioxoisoindolin-2-yl)butane-2-sulfonyl chloride O=C1N(C(C2=CC=CC=C12)=O)CCC(C)S(=O)(=O)Cl